FC1=CC=C(CCN2N=NN=C2)C=C1 1-(4-fluorophenethyl)-1H-tetrazol